CN1C=C(C2=C(C=CC=C12)F)C1=NC(=NC=C1)Cl 1-methyl-3-(2-chloro-4-pyrimidinyl)-4-fluoroindole